COC1OC(C(O1)CC(C(=O)N)CC(C(C(C(F)(F)F)(F)F)(F)F)(F)F)CC(C(=O)N)CC(C(C(C(F)(F)F)(F)F)(F)F)(F)F N'-((2-methoxy-1,3-dioxolane-4,5-diyl)bis(methylene))-bis(4,4,5,5,6,6,7,7,7-nonafluoro-heptanamide)